N-((1S,4S)-4-((3,5-bis(trifluoromethyl)phenyl)amino)cyclohexyl)-4-fluorobenzamide FC(C=1C=C(C=C(C1)C(F)(F)F)NC1CCC(CC1)NC(C1=CC=C(C=C1)F)=O)(F)F